5,10,15,20-tetrakis-(4-iodophenyl)porphyrin IC1=CC=C(C=C1)C=1C2=CC=C(N2)C(=C2C=CC(C(=C3C=CC(=C(C=4C=CC1N4)C4=CC=C(C=C4)I)N3)C3=CC=C(C=C3)I)=N2)C2=CC=C(C=C2)I